tert-butyl (R)-2,3,6-trifluoro-4-((1,1,1-trifluorobutan-2-yl)amino)benzoate FC1=C(C(=O)OC(C)(C)C)C(=CC(=C1F)N[C@@H](C(F)(F)F)CC)F